4-cyano-4-[(dodecylsulfonylthiocarbonyl)sulfonyl]pentanol C(#N)C(CCCO)(C)S(=O)(=O)C(=S)S(=O)(=O)CCCCCCCCCCCC